(hydroxy(phenyl)methyl)diphenyl-phosphorus oxide OC(C1=CC=CC=C1)P(C1=CC=CC=C1)(C1=CC=CC=C1)=O